ClCCC=1C=CC=CC1 m-chloroethylbenzene